NC(C)C1=CC2=CC=CC=C2C=C1 2-(1-aminoethyl)naphthalene